peroxy silicate [Si]1(OOOO1)([O-])[O-]